N-(3-(2-aminoquinazolin-6-yl)-2,4-difluorophenyl)-3,4-difluorobenzenesulfonamide NC1=NC2=CC=C(C=C2C=N1)C=1C(=C(C=CC1F)NS(=O)(=O)C1=CC(=C(C=C1)F)F)F